(1-hydroxyethyl)-3,6-dimethyl-2-(2-methylpropyloxy)quinazolin-4-one OC(C)C1=C2C(N(C(=NC2=CC=C1C)OCC(C)C)C)=O